1,2,4-triazole-1-ethanamine, hydrochloride Cl.N1(N=CN=C1)CCN